(S)-5-(4'-fluoro-2-(trifluoromethyl)-[1,1'-biphenyl]-4-yl)-6-methyl-3,6-dihydro-2H-1,3,4-oxadiazin-2-one FC1=CC=C(C=C1)C1=C(C=C(C=C1)C1=NNC(O[C@H]1C)=O)C(F)(F)F